(4-((7,9-difluoro-2-methyl-5H-pyrimido[5,4-b]indol-5-yl)methyl)benzyl)phosphonic acid FC=1C=C(C=2C3=C(N(C2C1)CC1=CC=C(CP(O)(O)=O)C=C1)C=NC(=N3)C)F